N-(5-(3,4-dimethylcinnolin-6-yl)thiazol-2-yl)-3-methyltetrahydrofuran-3-carboxamide CC=1N=NC2=CC=C(C=C2C1C)C1=CN=C(S1)NC(=O)C1(COCC1)C